N=1C=NN2C1C=C(C=C2)OC2=C(C=C(C=C2)NC=2C1=C(N=CN2)C=CC(=N1)[C@H]1[C@@H]2CC[C@H](C1)N2)C |o1:27,28,31| rel-N-(4-([1,2,4]triazolo[1,5-a]pyridin-7-yloxy)-3-methylphenyl)-6-((1S,2R,4R)-7-azabicyclo[2.2.1]heptan-2-yl)pyrido[3,2-d]pyrimidin-4-amine